5-(2-((3,3-difluorocyclobutyl)amino)-7H-pyrrolo[2,3-d]pyrimidin-5-yl)-N-(pyridin-3-yl)pyrazolo[1,5-a]pyridine-3-carboxamide FC1(CC(C1)NC=1N=CC2=C(N1)NC=C2C2=CC=1N(C=C2)N=CC1C(=O)NC=1C=NC=CC1)F